(R)-1-Methyl-4-((1,2,3,4-tetrahydroisoquinolin-8-yl)amino)pyrrolidin-2-one CN1C(C[C@H](C1)NC=1C=CC=C2CCNCC12)=O